(R)-2-Amino-3-(7-(2-ethylphenyl)thieno[3,2-b]pyridine-2-carboxamido)propanoic acid N[C@@H](C(=O)O)CNC(=O)C1=CC2=NC=CC(=C2S1)C1=C(C=CC=C1)CC